(5S,8S)-N-(2-chloro-3-methoxybenzyl)-5-fluoro-8-hydroxy-5,6,7,8-tetrahydroquinoline-5-carboxamide ClC1=C(CNC(=O)[C@]2(C=3C=CC=NC3[C@H](CC2)O)F)C=CC=C1OC